CC1=C(C2=CC=CC=C2C=C1)C(=O)N methyl-1-naphthamide